tert-butyl (R)-4-(2-((6-(4-(1-(3-(tert-butyl)-1,2,4-oxadiazole-5-carboxamido)ethyl)-2-fluoro-5-methylphenyl)pyrimidin-4-yl)amino)thiazol-5-yl)piperazine-1-carboxylate C(C)(C)(C)C1=NOC(=N1)C(=O)N[C@H](C)C1=CC(=C(C=C1C)C1=CC(=NC=N1)NC=1SC(=CN1)N1CCN(CC1)C(=O)OC(C)(C)C)F